N[C@H]1CN(C[C@H](C1)C1=CC=CC=C1)C(=O)OC(C)(C)C tertbutyl (3R,5R)-3-amino-5-phenylpiperidine-1-carboxylate